P(=O)(O)(O)OC[C@@H]1[C@H]([C@H]([C@@H](O1)N1C(=O)NC(=O)C=C1)O)O uridine 5'-phosphate